C(C)(=O)OC1O[C@@H](C[C@H]1OC(C)=O)C(CC)OC(C)=O (3R,5S)-5-(1-Acetoxypropyl)tetrahydrofuran-2,3-diyl diacetate